sulfur selenium bismuth [Bi].[Se].[S]